C(CCCCCCC\C=C/CCCCCCCC)(=O)OC[C@@H](CCCNC(=NC(=O)OC(C)(C)C)NC(=O)OC(C)(C)C)OC(CCCCCCC\C=C/CCCCCCCC)=O (R)-5-(2,3-bis(tert-butoxycarbonyl)guanidino)pentane-1,2-diyl dioleate